NC(C)C12CC(C1)(C2)C(=O)O 3-(1-aminoethyl)bicyclo[1.1.1]pentane-1-carboxylic acid